C1(C=CC(N1C1=CC=C(C=C1)C=1C=NC=C(C1)C1=CC=C(C=C1)N1C(C=CC1=O)=O)=O)=O 3,5-bis(4-maleimidylphenyl)pyridine